NC1=NC(=NC(=C1NC(C(C)(F)F)=O)N)C1=NN(C2=NN=CC=C21)CC2=C(C=CC=C2)F N-(4,6-diamino-2-(1-(2-fluorobenzyl)-1H-pyrazolo[3,4-c]pyridazin-3-yl)pyrimidin-5-yl)-2,2-difluoropropionamide